3-(5-((2',3'-dichloro-3,6-dihydro-[4,4'-bipyridyl]-1(2H)-yl)methyl)-1-oxoisoindolin-2-yl)piperidine-2,6-dione ClC1=NC=CC(=C1Cl)C=1CCN(CC1)CC=1C=C2CN(C(C2=CC1)=O)C1C(NC(CC1)=O)=O